(6-chloro-5-(difluoromethoxy)pyridin-2-yl)cyclohexan-1-one ClC1=C(C=CC(=N1)C1C(CCCC1)=O)OC(F)F